(1R,2S)-1-(2-chloro-5-fluorophenyl)-1-(5,6-dimethylpyrazin-2-yl)propan ClC1=C(C=C(C=C1)F)[C@@H](CC)C1=NC(=C(N=C1)C)C